ClC1=C(OCCCCCOCCCOCC(=O)OC(C)(C)C)C(=CC(=C1)C(C)(C)C1=CC=C(C=C1)OCC=1C=NC(=NC1)NS(=O)(=O)C)C#N tert-Butyl 2-(3-((5-(2-chloro-6-cyano-4-(2-(4-((2-(methylsulfonamido)pyrimidin-5-yl) methoxy)phenyl)propan-2-yl)phenoxy)pentyl)oxy)propoxy)acetate